FC(C(=O)O)(F)F.ClC=1C=NC(=NC1)CN1CCNCC1 1-((5-chloropyrimidin-2-yl)methyl)piperazine trifluoroacetate